ClC=1C(=C(C=C(C1)Cl)NC(=O)NC1=CC(=CC(=C1)OC)NCCN)CCO 1-[3,5-dichloro-2-(2-hydroxyethyl)phenyl]-3-[3-(2-aminoethylamino)-5-methoxyphenyl]urea